2-(4-methylphenyl)phenylphenol CC1=CC=C(C=C1)C1=C(C=CC=C1)C1=C(C=CC=C1)O